1,4-di-ethylene glycol C(COC(C)O)O